1-[1-{4'-[4-(tert-butoxycarbonyl)piperazin-1-yl]-4-chloro[1,1'-biphenyl]-2-yl}-5,5-difluoropiperidin-3-yl]-5-(difluoromethyl)-1H-pyrazole-4-carboxylic acid C(C)(C)(C)OC(=O)N1CCN(CC1)C1=CC=C(C=C1)C1=C(C=C(C=C1)Cl)N1CC(CC(C1)(F)F)N1N=CC(=C1C(F)F)C(=O)O